C(CCCCCC)OC=CCCCCCCCC 1-(heptyloxy)dec-1-ene